(E)-4-(Dimethylamino)-1-(4-((3-methyl-4-((6-methylpyridin-3-yl)oxy)phenyl)amino)-5,6-dihydropyrido[4',3':4,5]thieno[2,3-d]pyrimidin-7(8H)-yl)but-2-en-1-one CN(C/C=C/C(=O)N1CC2=C(C3=C(N=CN=C3NC3=CC(=C(C=C3)OC=3C=NC(=CC3)C)C)S2)CC1)C